C(C)OC(CC=1C=2N(C=C(C1)C1CC1)C=C(N2)CO)=O.OC2=CC=C(C=C2)C(C)(C2=CC=C(C=C2)O)C2=CC=C(C=C2)O 1,1,1-Tris(4-hydroxyphenyl)ethan ethyl-2-(6-cyclopropyl-2-(hydroxymethyl)imidazo[1,2-a]pyridin-8-yl)acetate